FC=1C=C(C=CC1F)C=1C=NC=2CCN(CC2C1)C=1C(=C(C=2N(N1)C(C=C(N2)C)=O)C)C 7-(3-(3,4-difluorophenyl)-7,8-dihydro-1,6-naphthyridin-6(5H)-yl)-2,8,9-trimethyl-4H-pyrimido[1,2-b]pyridazin-4-one